6-amino-2-hydroxy-5-(3-methoxy-2,6-dimethyl-phenyl)-3-(trideuteriomethyl)pyrrolo[2,3-b]pyrazine-7-carboxamide NC1=C(C=2C(=NC(=C(N2)O)C([2H])([2H])[2H])N1C1=C(C(=CC=C1C)OC)C)C(=O)N